[I-].C(CCCCCCC)[N+](CCCCCCCC)(CCCCCCCC)CCCCCCCC tetraoctyl-ammonium iodide